C(C)(C)(C)OC(CCCCCOCC1(CCN(CC1)C(=O)OCC1=CC=CC=C1)O)=O benzyl 4-({[6-(tert-butoxy)-6-oxohexyl]oxy}methyl)-4-hydroxypiperidine-1-carboxylate